FC1C(N(C(C2=CC=CC=C12)=O)C1CCN(CC1)CC(=O)O)=O 2-(4-(4-fluoro-1,3-dioxoisoquinolin-2-yl)piperidin-1-yl)acetic acid